1,1-dichloro-2,2-di(4-ethylphenyl)-ethane ClC(C(C1=CC=C(C=C1)CC)C1=CC=C(C=C1)CC)Cl